(8-(methylamino)-5-vinyl-2,7-naphthyridin-3-yl)cyclopropanecarboxamide CNC=1N=CC(=C2C=C(N=CC12)C1(CC1)C(=O)N)C=C